t-butanol potassium t-butoxide CC(C)(C)[O-].[K+].C(C)(C)(C)O